10-(3,5-di-t-butyl-4-hydroxybenzyl)-9,10-dihydro-9-oxa-10-phosphaphenanthrene oxide C(C)(C)(C)C=1C=C(CP2(OC3=CC=CC=C3C=3C=CC=CC23)=O)C=C(C1O)C(C)(C)C